FC(CN1C=NC2=C1C=C(C=C2F)C=2C=CN1N=C(N=C(C12)OC)NC1CCC(CC1)(O)C)F (1s,4s)-4-((5-(1-(2,2-difluoroethyl)-4-fluoro-1H-benzo[d]imidazol-6-yl)-4-methoxypyrrolo[2,1-f][1,2,4]triazin-2-yl)amino)-1-methylcyclohexan-1-ol